(2-(4-Amino-6-bromo-5-(3-fluoro-4-((6-methylpyridin-2-yl)oxy)phenyl)-7H-pyrrolo[2,3-d]pyrimidin-7-yl)ethyl)carbamic acid tert-butyl ester C(C)(C)(C)OC(NCCN1C(=C(C2=C1N=CN=C2N)C2=CC(=C(C=C2)OC2=NC(=CC=C2)C)F)Br)=O